FC(OC=1C=C(C=CC1F)C=1C=C2C(=NC1)C=NN2CC(=O)O)F 2-[6-[3-(difluoromethoxy)-4-fluoro-phenyl]pyrazolo[4,3-b]pyridin-1-yl]acetic acid